CC=1C=C2C(C=C(OC2=C(C1)[C@@H](C)NC1=C(C(=O)O)C=CC=C1)C1=CC=C(C=C1)C=1OC=CN1)=O 2-[[(1R)-1-[6-Methyl-2-(4-oxazol-2-ylphenyl)-4-oxo-chromen-8-yl]ethyl]amino]benzoic acid